3-(3,3-difluorocyclobutoxy)-1-methyl-4-nitro-1H-pyrazole FC1(CC(C1)OC1=NN(C=C1[N+](=O)[O-])C)F